N-hydroxy-m-tert-butylbenzimidoyl chloride ON=C(C1=CC(=CC=C1)C(C)(C)C)Cl